C(C(=C)C)(=O)OC(=O)NC(C(CCCCNC(=O)OC(C(=C)C)=O)C)(C)C 1,6-bis(methacryloyloxycarbonylamino)trimethylhexane